C(C)OC(=O)N1[C@@H](CCC1)C(=O)O (ethoxycarbonyl)-L-proline